(trans-4-(3,4-dihydroisoquinolin-2(1H)-yl)-3-hydroxypiperidin-1-yl)(6-((1-methylpiperidin-4-yl)amino)pyrimidin-4-yl)methanone C1N(CCC2=CC=CC=C12)[C@H]1[C@@H](CN(CC1)C(=O)C1=NC=NC(=C1)NC1CCN(CC1)C)O